rac-3-[4-(3-cyanophenyl)sulfonylmorpholin-2-yl]benzothiophene C(#N)C=1C=C(C=CC1)S(=O)(=O)N1C[C@H](OCC1)C1=CSC2=C1C=CC=C2 |r|